3-[(3R)-3-[1-[4-[[(1R)-1-(2,4-dichlorophenyl)ethyl]amino]-5-(1-methoxyethyl)pyrimidin-2-yl]azetidin-3-yl]-1-piperidyl]-1-methyl-cyclobutanecarboxylic acid ClC1=C(C=CC(=C1)Cl)[C@@H](C)NC1=NC(=NC=C1C(C)OC)N1CC(C1)[C@@H]1CN(CCC1)C1CC(C1)(C(=O)O)C